ClC1=CC=C(C=C1)[C@@H](CCNC1=CC=CC=C1)C1=NC=CC=C1 (R)-N-(3-(4-chloro-phenyl)-3-(2-pyridyl)propyl)-aniline